IC1=CC=C(CC2=NC(=CC(=C2)C2=CC=CC=C2)C2=CC=CC=C2)C=C1 (4-iodobenzyl)-4,6-diphenylpyridine